O[SiH](O)O tri-hydroxysilane